3-(2-(8-oxa-3-azabicyclo[3.2.1]octane-3-carbonyl)-9-fluoro-1,2,3,4-tetrahydro-[1,4]diazepino[6,7,1-hi]indol-7-yl)-4-(imidazo[1,2-a]pyridin-3-yl)-1H-pyrrole-2,5-dione C12CN(CC(CC1)O2)C(=O)N2CCN1C=C(C3=CC(=CC(=C13)C2)F)C=2C(NC(C2C2=CN=C1N2C=CC=C1)=O)=O